N-methyl-N-[(3-methylbenzofuran-2-yl)methyl]prop-2-enamide CN(C(C=C)=O)CC=1OC2=C(C1C)C=CC=C2